6,6-Dimethyl-11-oxo-8-((2R,3R)-2,3,4-trihydroxy-butoxy)-6,11-dihydro-5H-benzo[b]carbazole-3-carboxylic acid CC1(C2=C(C(C=3C4=CC=C(C=C4NC13)C(=O)O)=O)C=CC(=C2)OC[C@H]([C@@H](CO)O)O)C